BrC1=C(C=CC=C1)NC(=O)NC1=CC=C(C=C1)NC1=CC=NC2=CC(=C(C=C12)OC)OC 1-(2-bromophenyl)-3-(4-((6,7-dimethoxyquinolin-4-yl)amino)phenyl)urea